6-morpholinyl-1,3,5-triazine-2-amine N1(CCOCC1)C1=NC=NC(=N1)N